3-(4-iodophenyl)propanoic acid allyl ester C(C=C)OC(CCC1=CC=C(C=C1)I)=O